1-(3-(1,1-difluoro-2-hydroxyethyl)-1-phenyl-1H-pyrazol-5-yl)-3-((3s,4r)-4-(3,4-difluorophenyl)-1-(2-methoxyethyl)pyrrolidin-3-yl)urea FC(CO)(F)C1=NN(C(=C1)NC(=O)N[C@@H]1CN(C[C@H]1C1=CC(=C(C=C1)F)F)CCOC)C1=CC=CC=C1